CC1=C(C(=C(C(=O)[O-])C=C1)OCC)NC(=O)OC(C)(C)C methyl-((tert-Butoxycarbonyl) amino)-2-ethoxybenzoate